(1R,5S)-3-thia-8-azabicyclo[3.2.1]octane-8-carboxylic acid tert-butyl ester C(C)(C)(C)OC(=O)N1[C@H]2CSC[C@@H]1CC2